C(C)C(C(=O)OCC(OC(C(CCCC)CC)=O)COC(C(CCCC)CC)=O)CCCC glycerin tris(2-ethylhexanoate)